C(C)(C)(C)N1CCN(CC1)CC1=NC(=C2N1C=CN=C2Cl)C2=CC=C(C1=CC=CC=C21)CC2=NC1=C(N2)C=CC=C1 tert-Butyl-4-((1-(4-((1H-benzo[d]imidazol-2-yl)methyl)naphthalen-1-yl)-8-chloroimidazo[1,5-a]pyrazin-3-yl)methyl)piperazine